C1(CCC1)N1C[C@H](N(CC1)C=1C(=C2C(=CN1)NC(=C2C(C)C)C=2C(=C(C=1N(C2)N=CN1)C)C)F)C (R)-6-(5-(4-cyclobutyl-2-methylpiperazin-1-yl)-4-fluoro-3-isopropyl-1H-pyrrolo[2,3-c]pyridin-2-yl)-7,8-dimethyl-[1,2,4]triazolo[1,5-a]pyridine